NN1C(N(CC1)C)=O 1-amino-3-methylimidazolidin-2-one